C(=C)C(=O)C METHYl VINYL ketone